C[C@H]1[C@@H]([C@H]([C@H]([C@@H](O1)O[C@@H]2[C@@H]([C@H]([C@@H](O[C@H]2O[C@H]3[C@H]([C@@H](O[C@H]([C@@H]3O[C@@H]4[C@@H]([C@H]([C@@H]([C@H](O4)CO)O)O)O)C)O[C@@H]5[C@H]([C@@H](O[C@@H]([C@H]5O)CO)O[C@@H]6[C@@H]([C@H]([C@@H](O[C@H]6O[C@@H]7[C@@H]([C@H]([C@@H](O[C@H]7O[C@H]8[C@H]([C@@H](O[C@H]([C@@H]8O[C@@H]9[C@@H]([C@H]([C@@H]([C@H](O9)CO)O)O)O)C)O[C@@H]1[C@H]([C@@H](O[C@@H]([C@H]1O)CO)O[C@@H]1[C@@H]([C@H]([C@@H](O[C@H]1O[C@@H]1[C@@H]([C@H]([C@@H](O[C@H]1O[C@H]1[C@H]([C@@H](O[C@H]([C@@H]1O[C@@H]1[C@@H]([C@H]([C@@H]([C@H](O1)CO)O)O)O)C)O[C@@H]1[C@H]([C@@H](O[C@@H]([C@H]1O)CO)O)NC(=O)C)O)C)O)O)C)O)O)NC(=O)C)O)C)O)O)C)O)O)NC(=O)C)O)C)O)O)O)O)O The molecule is the pentadecasaccharide formed when three molecules of the Shigella flexneri O-antigen core pentasaccharide alpha-L-Rha-(1->2)-alpha-L-Rha-(1->3)-[alpha-D-Glc-(1->4)]-alpha-L-Rha-(1->3)-beta-D-GlcNAc are joined end to end via beta-(1->2) linkages.